OP(O)OP(O)O.C(=CC1=CC=CC=C1)C(O)(C(CO)(CO)CO)C=CC1=CC=CC=C1 distyryl-pentaerythritol diphosphite